Benzyl 3-(4-(benzyloxy)-4-oxobutyl)thiophene-2-carboxylate C(C1=CC=CC=C1)OC(CCCC1=C(SC=C1)C(=O)OCC1=CC=CC=C1)=O